ClC=1C(=NC=CC1C1=NC(=C(C=C1)CNC[C@H]1OCC1)OC)C=1C(=C(C=CC1)NC(C1=NC=C(C=C1)CNC[C@H]1OCC1)=O)C N-(3-(3'-chloro-6-methoxy-5-(((((S)-oxetan-2-yl)methyl)amino)methyl)-[2,4'-bipyridin]-2'-yl)-2-methylphenyl)-5-(((((S)-oxetan-2-yl)methyl)amino)methyl)picolinamide